ethyl P-(4-(5-(chlorodifluoromethyl)-1,2,4-oxadiazol-3-yl)phenyl)-N-isopropylphosphonamidate ClC(C1=NC(=NO1)C1=CC=C(C=C1)P(OCC)(=O)NC(C)C)(F)F